COC1=NC=CC(=N1)OC1CN(CC1)CC(=O)N 2-(3-((2-methoxypyrimidin-4-yl)oxy)pyrrolidin-1-yl)acetamide